C(C)(C)(C)OC(=O)N1C[C@@H](N(C[C@H]1CC)C1=NC(=NC=2N1N=C(C2)C(=O)OCC)Cl)C ethyl 4-((2S,5R)-4-(tert-butoxycarbonyl)-5-ethyl-2-methylpiperazin-1-yl)-2-chloropyrazolo[1,5-a][1,3,5]triazine-7-carboxylate